N-(diphenylmethylene)-3-isopropylbicyclo[4.2.0]oct-1(6),2,4-trien-2-amine C1(=CC=CC=C1)C(=NC=1C=2CCC2C=CC1C(C)C)C1=CC=CC=C1